N1=CC(=CC=C1)C1NCCC1 2-(3-pyridyl)pyrrolidine